COC=1C=CC=2N(C3=CC=C(C=C3C2C1)OC)C1=C(CCCC(=O)O)C=CC=C1 [2-(3,6-dimethoxy-9H-carbazole-9-yl)phenethyl]acetic acid